(2R)-2-amino-3-tert-butoxy-propionic acid methyl ester COC([C@@H](COC(C)(C)C)N)=O